butenyl-3-butylimidazole C(=CCC)C1=NC=CN1CCCC